FC1([C@@H](CN(CC1)CC1=CC(=C2CN(C(C2=C1)=O)C1=NC(=CC(=C1)C1(COC1)CC1=NN=CN1C)OCC)C(F)(F)F)C)F (R)-6-((4,4-difluoro-3-methylpiperidin-1-yl)methyl)-2-(6-ethoxy-4-(3-((4-methyl-4H-1,2,4-triazol-3-yl)methyl)oxetan-3-yl)pyridin-2-yl)-4-(trifluoromethyl)isoindolin-1-one